C(CCC)C1=NCC(=CC1)B1OC(C(O1)(C)C)(C)C butyl-5-(4,4,5,5-tetramethyl-1,3,2-dioxaborolan-2-yl)-3,6-dihydropyridine